ClCC1=NC2=C(N1C)C=CC=C2 2-(Chloromethyl)-1-methyl-1H-benzo[d]imidazole